N1C=CC=2C1=NC=C(C2)C(=O)[O-] 1H-pyrrolo[2,3-b]pyridine-5-carboxylate